1-(3-chloropyrazin-2-yl)cyclobutane-1-carbaldehyde ClC=1C(=NC=CN1)C1(CCC1)C=O